[4-[(6-Chloropyrimidin-4-yl)amino]-1-piperidyl]ethanone ClC1=CC(=NC=N1)NC1CCN(CC1)C(C)=O